4-[2-(ethylamino)-6-{6-[(2-hydroxy-2-methylpropyloxy)methyl]-1-oxo-4-(trifluoromethyl)-3H-isoindol-2-yl}pyridin-4-yl]-3-(4-methyl-1,2,4-triazol-3-yl)benzonitrile C(C)NC1=NC(=CC(=C1)C1=C(C=C(C#N)C=C1)C1=NN=CN1C)N1C(C2=CC(=CC(=C2C1)C(F)(F)F)COCC(C)(C)O)=O